4-((4-methyltetrahydro-2H-pyran-4-yl)amino)but-2-enamide CC1(CCOCC1)NCC=CC(=O)N